(2R)-Ethyl 1-(4-chloro-3-(trifluoromethyl) benzoyl)-5-(2,2-difluorocyclopropanecarboxamido)-2-methyl-1,2,3,6-tetrahydropyridine-4-carboxylate ClC1=C(C=C(C(=O)N2[C@@H](CC(=C(C2)NC(=O)C2C(C2)(F)F)C(=O)OCC)C)C=C1)C(F)(F)F